2-(4-chloro-phenyl)-2-methoxy-acetamide ClC1=CC=C(C=C1)C(C(=O)N)OC